methyl (Z)-3-phenyl-2-((1-((2-(trimethylsilyl)ethoxy)methyl)-1H-pyrrolo[2,3-b]pyridine-3-carbonyl)imino)-1,3-thiazinane-5-carboxylate C1(=CC=CC=C1)N1/C(/SCC(C1)C(=O)OC)=N/C(=O)C1=CN(C2=NC=CC=C21)COCC[Si](C)(C)C